ClC1=NC2=CC=C(N=C2C=C1)C(F)(F)F 2-chloro-6-(trifluoromethyl)-1,5-naphthyridin